3-(2-aminoethoxy)-N,N-dibenzyl-2-fluoro-3-methyl-butan-1-amine NCCOC(C(CN(CC1=CC=CC=C1)CC1=CC=CC=C1)F)(C)C